(S)-2-(3-amino-2,6-dichlorobenzamido)-3-(tert-butoxycarbonylamino)propanoic acid NC=1C(=C(C(=O)N[C@H](C(=O)O)CNC(=O)OC(C)(C)C)C(=CC1)Cl)Cl